The molecule is a farnesane sesquiterpenoid that is dodeca-2,6,10-triene substituted by methyl groups at positions 3, 7 and 11 and a hydroxy group at position 1. It has a role as a plant metabolite, a fungal metabolite and an antimicrobial agent. It is a farnesane sesquiterpenoid, a primary alcohol and a polyprenol. CC(=CCC/C(=C/CC/C(=C/CO)/C)/C)C